(R)-tert-butyl (1-(methylthio)propan-2-yl)carbamate CSC[C@@H](C)NC(OC(C)(C)C)=O